(4,6-Difluoro-7-methyl-1H-benzo[d]imidazol-2-yl)(4-(difluoromethyl)-6,7-dihydrothiazolo[5,4-c]pyridin-5(4H)-yl)methanone FC1=CC(=C(C=2NC(=NC21)C(=O)N2C(C1=C(CC2)N=CS1)C(F)F)C)F